O1C=CC2=C1C(=CC=C2)O[C@H](CCNCC)C=2SC=CC2 (R)-3-(benzofuran-7-yloxy)-N-ethyl-3-(thien-2-yl)propan-1-amine